6-{[5-(3-Chlorophenyl)-6-methoxypyridin-3-yl]methyl}pyridine ClC=1C=C(C=CC1)C=1C=C(C=NC1OC)CC1=CC=CC=N1